1-([1,2,4]triazolo[4,3-a]pyrazin-8-yl)-N-(4-fluorobenzyl)-N-(pyridin-2-ylmethyl)methylamine N=1N=CN2C1C(=NC=C2)CN(CC2=NC=CC=C2)CC2=CC=C(C=C2)F